difluoromonochloropyridazine FC=1C(=C(N=NC1)Cl)F